(2'S,3'R,4'S,5'R)-6-chloro-4'-(3-chloro-2-fluorophenyl)-2'-(2,2-dimethylpropyl)-2-oxo-1,2-dihydrospiro-[indole-3,3'-pyrrolidine]-5'-carboxylic acid ClC1=CC=C2C(=C1)NC([C@@]21[C@@H](N[C@H]([C@@H]1C1=C(C(=CC=C1)Cl)F)C(=O)O)CC(C)(C)C)=O